1-(5-(4-((4-(1H-pyrazol-4-yl)phenyl)amino)pyrimidin-2-yl)isoindolin-2-yl)-2,6-diaminohexan-1-one N1N=CC(=C1)C1=CC=C(C=C1)NC1=NC(=NC=C1)C=1C=C2CN(CC2=CC1)C(C(CCCCN)N)=O